(3S)-3-fluoropyrrolidine F[C@@H]1CNCC1